BrC1=CC(=NC=C1)NC(=O)CCN1[C@@H]2CN([C@H](C1)C2)C(=O)OC(C)(C)C Tert-Butyl (1S,4S)-5-{2-[(4-Bromopyridin-2-Yl)Carbamoyl]Ethyl}-2,5-Diazabicyclo[2.2.1]Heptane-2-Carboxylate